FC1=C(C=CC(=C1)OC)C=1C=C2CC(C(C2=CC1OC)NC(O[C@@H]1CN2CCC1CC2)=O)(C)C (S)-quinuclidin-3-yl (5-(2-fluoro-4-methoxyphenyl)-6-methoxy-2,2-dimethyl-2,3-dihydro-1H-inden-1-yl)carbamat